C(CCC)C=1SC=C2C1OCCO2 butyl-3,4-ethylenedioxythiophene